ClC=1C=C(C(=NC1)OC)S(=O)(=O)NC1=C(C(=C(C=C1)F)OCC=1C=C2C(=NC1)N(N=C2C)C2OCCCC2)F 5-chloro-N-(2,4-difluoro-3-[[3-methyl-1-(oxan-2-yl)pyrazolo[3,4-b]pyridin-5-yl]methoxy]phenyl)-2-methoxypyridine-3-sulfonamide